4,4-difluoro-2-(3-fluorophenyl)-2-hydroxy-pyrrolidine-1-carboxylic acid tert-butyl ester C(C)(C)(C)OC(=O)N1C(CC(C1)(F)F)(O)C1=CC(=CC=C1)F